6-(5-Bromo-2,3-difluorophenyl)-6-oxohexanoic acid BrC=1C=C(C(=C(C1)C(CCCCC(=O)O)=O)F)F